(R) or (S)-N'-((4-cyclopropyl-6-methylpyrimidin-2-yl)carbamoyl)-5-(2-hydroxypropan-2-yl)thiazole-2-sulfonimidamide C1(CC1)C1=NC(=NC(=C1)C)NC(=O)N=[S@](=O)(N)C=1SC(=CN1)C(C)(C)O |o1:14|